C1(=CC=CC=C1)C=1C(=C(C=CC1)C=1C(=NN=NC1)C1=CC=CC=2SC3=C(C21)C=CC=C3)C3=CC=CC=2C1=CC=CC=C1NC32 (phenylcarbazolylphenyl)(dibenzothiophenyl)triazine